2-(6-(4-(4-(4-((2,6-dioxopiperidin-3-yl)amino)benzyl)piperazin-1-yl)piperidin-1-yl)-1-oxoisoindolin-2-yl)-2-(5-fluoro-2-hydroxyphenyl)-N-(thiazol-2-yl)acetamide O=C1NC(CCC1NC1=CC=C(CN2CCN(CC2)C2CCN(CC2)C2=CC=C3CN(C(C3=C2)=O)C(C(=O)NC=2SC=CN2)C2=C(C=CC(=C2)F)O)C=C1)=O